OC1[C@@H](O)[C@H](O)[C@@H](O)[C@@H](O1)CO l-glucopyranose